N1C=NC=2C=CC=3N=CC=NC3C21 IMIDAZOQUINOXALINE